(6aR,12bS)-5,6,6a,7,8,12b-hexahydrobenzo[a]phenanthridine-3,4,10,11-tetraol C1=CC(=C(C=2CN[C@@H]3CCC4=C([C@H]3C12)C=C(C(=C4)O)O)O)O